C(C)OC1=C(CN[C@H](CO)C(=O)O)C=C(C(=C1)NCC=1C(=C(C=CC1)C1=CC=CC=C1)C)C (2-Ethoxy-5-methyl-4-(((2-methyl-[1,1'-biphenyl]-3-yl)methyl)amino)benzyl)-D-serine